pivaloyloxycarbonyl-lysine C(C(C)(C)C)(=O)OC(=O)N[C@@H](CCCCN)C(=O)O